[Co].ClC=1C(=C(C(=NC1C=1OC=C(N1)C(C)C)C=1OC=C(N1)C(C)C)Cl)Cl dichloro[2,6-bis[4-(S)-isopropyl-2-oxazolyl]-4-chloropyridine] cobalt